C(CCCCCCC)C1(C2=CC(=CC=C2C=2C=CC(=CC12)Br)Br)CCCCCCCC 9,9-dioctyl-2,7-dibromo-fluorene